2-cyclopropyl-N-(5-((6,7-dimethoxyquinolin-4-yl)oxy)pyrimidin-2-yl)-6-(4-fluorophenyl)-5-oxo-2,5-dihydropyridazine-4-carboxamide C1(CC1)N1N=C(C(C(=C1)C(=O)NC1=NC=C(C=N1)OC1=CC=NC2=CC(=C(C=C12)OC)OC)=O)C1=CC=C(C=C1)F